(S)-ethyl 2-(2-(3-(5-((dicyclopropylmethyl)carbamoyl)-1-(2-hydroxy-2-methylpropyl)-1H-pyrazol-3-yl)phenyl)oxazole-5-carboxamido)-3-methylbutanoate C1(CC1)C(C1CC1)NC(=O)C1=CC(=NN1CC(C)(C)O)C=1C=C(C=CC1)C=1OC(=CN1)C(=O)N[C@H](C(=O)OCC)C(C)C